(2-methoxy-4-nitrophenyl)ethan-1-ol COC1=C(C=CC(=C1)[N+](=O)[O-])C(C)O